(R)-5-((3-fluoro-4-(piperazin-1-yl)phenyl)amino)-3-(3-(3-methyl-2-oxoimidazolin-1-yl)piperidin-1-yl)-1,2,4-triazin-6-carboxamide FC=1C=C(C=CC1N1CCNCC1)NC=1N=C(N=NC1C(=O)N)N1C[C@@H](CCC1)N1C(N(CC1)C)=O